ClC=1C=CC=C2C=CC(=NC12)N(C=1C(=CC(=CC1)OC(F)(F)F)N)CCN1CCOCC1 N1-(8-chloroquinolin-2-yl)-N-(2-morpholinoethyl)-4-(trifluoromethoxy)benzene-1,2-diamine